FC=1C=C(C=NC1)C1=NC=2N(C(=C1)O)N=CC2C(F)(F)F 5-(5-fluoro-3-pyridinyl)-3-(trifluoromethyl)pyrazolo[1,5-a]Pyrimidin-7-ol